C1(CC1)C=1C=CC(=NC1)CC(=O)O 2-(5-cyclopropylpyridin-2-yl)acetic acid